2-(5-(trifluoromethyl)pyridin-2-yl)piperidin FC(C=1C=CC(=NC1)C1NCCCC1)(F)F